N1C=CC2=CC=CC(=C12)[C@@H](C)NC(C1=C(C=CC(=C1)OC1CNC1)C)=O (R)-N-(1-(1H-indol-7-yl)ethyl)-5-(azetidin-3-yloxy)-2-methylbenzamide